O=C1C=CC(=CN1)C(=O)NC=1C=NC=C(C1)NC1=NC=C(C=C1)C1=CC=C(C=C1)N1C(CCC1)=O 6-oxo-N-(5-((5-(4-(2-oxopyrrolidin-1-yl)-phenyl)pyridin-2-yl)-amino)pyridin-3-yl)-1,6-dihydropyridine-3-carboxamide